C(#N)C1=C(C=C(C=C1)C(C(C(=O)N)(C)O)N1N=C(C=C1)C1=CC=CC=C1)C(F)(F)F (4-Cyano-3-(trifluoromethyl)phenyl)-2-hydroxy-2-methyl-3-(3-phenyl-1H-pyrazol-1-yl)propanamide